2-(3,5-dichloro-4-((2-(3-fluorophenyl)-1-oxo-1,2,3,4-tetrahydroisoquinolin-6-yl)oxy)phenyl)-1,2,4-triazine-3,5(2H,4H)-dione ClC=1C=C(C=C(C1OC=1C=C2CCN(C(C2=CC1)=O)C1=CC(=CC=C1)F)Cl)N1N=CC(NC1=O)=O